COB1OC(C2=C1C=CC(=C2)NC2=NC=C(C(=N2)N[C@H](CO)C2=CC=CC=C2)C2=NC1(CO2)CCOCC1)(C)C (S)-2-((2-((1-methoxy-3,3-dimethyl-1,3-dihydrobenzo[c][1,2]oxaborol-5-yl)amino)-5-(3,8-dioxa-1-azaspiro[4.5]dec-1-en-2-yl)pyrimidin-4-yl)amino)-2-phenylethan-1-ol